CC1=CN(C2=CN=CC(=C21)C=2C=C1CCN(CC1=CC2)C(=O)OC(C)(C)C)S(=O)(=O)C2=CC=C(C)C=C2 tert-butyl 6-(3-methyl-1-tosyl-1H-pyrrolo[2,3-c]pyridin-4-yl)-3,4-dihydroisoquinoline-2(1H)-carboxylate